ClC=1C=C(C(=O)O)C=C(C1)C(NC1CC1)=O 3-chloro-5-(cyclopropylcarbamoyl)benzoic acid